(R)-N2-(1-(1-(difluoromethyl)-1H-pyrazol-3-yl)ethyl)-6-(3-methylimidazo[1,5-a]pyridin-6-yl)-1,3,5-triazine-2,4-diamine FC(N1N=C(C=C1)[C@@H](C)NC1=NC(=NC(=N1)N)C=1C=CC=2N(C1)C(=NC2)C)F